8-((3-aminopropyl)(8-(nonyloxy)-8-oxooctyl)amino)octanoic acid heptadec-9-yl ester CCCCCCCCC(CCCCCCCC)OC(CCCCCCCN(CCCCCCCC(=O)OCCCCCCCCC)CCCN)=O